disilicon urea NC(=O)N.[Si].[Si]